(2S,4r)-1-[(2S)-2-(4-cyclopropyl-triazol-1-yl)-3,3-dimethyl-butyryl]-4-hydroxy-N-[[4-(o-tolylmethyl)morpholin-2-yl]methyl]pyrrolidine-2-carboxamide C1(CC1)C=1N=NN(C1)[C@H](C(=O)N1[C@@H](C[C@H](C1)O)C(=O)NCC1CN(CCO1)CC1=C(C=CC=C1)C)C(C)(C)C